5-chloro-4-(1-(cyclopropanecarbonyl)-1,2,5,6-tetrahydropyridin-3-yl)pyrimidin ClC=1C(=NC=NC1)C=1CN(CCC1)C(=O)C1CC1